2-(4-fluorophenyl)-6-chloroquinazoline FC1=CC=C(C=C1)C1=NC2=CC=C(C=C2C=N1)Cl